acetyl-glycyl-beta-alanin C(C)(=O)NCC(=O)NCCC(=O)O